N1=CC(=CC=C1)S(=O)(=O)N1CC(CC1)N 1-(pyridin-3-ylsulfonyl)pyrrolidin-3-amine